4-acetyl-5-oxo-3-phenyl-5H-indeno[1,2-b]pyridine-2-acetic acid ethyl ester C(C)OC(CC1=C(C(=C2C(=N1)C1=CC=CC=C1C2=O)C(C)=O)C2=CC=CC=C2)=O